16-methyl-6-[(1S)-1-hydroxyethyl]-1-oxa-4,7,10,13,16-pentazacyclononadecane-2,5,8,11,14,17-hexone CN1CC(NCC(NCC(NC(C(NCC(OCCC1=O)=O)=O)[C@H](C)O)=O)=O)=O